N-(5-methyl-6-(2-methyl-2H-tetrazol-5-yl)pyridin-3-yl)-1-(quinolin-5-yl)-5-(trifluoromethyl)-1H-pyrazole-4-carboxamide CC=1C=C(C=NC1C=1N=NN(N1)C)NC(=O)C=1C=NN(C1C(F)(F)F)C1=C2C=CC=NC2=CC=C1